1-(5-(9-((3,8-diazabicyclo[3.2.1]octane-8-yl)methyl)-3-azaspiro[5.5]undec-3-carbonyl)-2-chlorophenyl)dihydropyrimidine-2,4(1H,3H)-dione C12CNCC(CC1)N2CC2CCC1(CCN(CC1)C(=O)C=1C=CC(=C(C1)N1C(NC(CC1)=O)=O)Cl)CC2